C(C)(C)(C)OC(=O)N1CC(CCC1)C(=O)O 1-(tert-Butoxycarbonyl)-3-piperidinecarboxylic acid